O=C1NC(CCC1N1C(CN(CC1)C1C(CN(CC1)C(=O)OC(C)(C)C)(F)F)=O)=O tert-butyl 4-[4-(2,6-dioxo-3-piperidyl)-3-oxo-piperazin-1-yl]-3,3-difluoro-piperidine-1-carboxylate